C(=CC)N1CC(CCC1)N1N=C(C=2C1=NC=NC2N)C=2C=CC1=C(OCO[C@H]1NC(C1=CC=CC=C1)=O)C2 (R)-N-(7-(1-(1-propenylpiperidin-3-yl)-4-amino-1H-pyrazolo[3,4-d]pyrimidin-3-yl)benzo[d][1,3]dioxan-4-yl)benzamide